2-(6-((4-(5-(3,5-Difluorophenyl)-3H-imidazo[4,5-b]pyridin-7-yl)-1H-1,2,3-triazol-1-yl)methyl)pyridin-2-yl)propane-2-ol FC=1C=C(C=C(C1)F)C1=CC(=C2C(=N1)NC=N2)C=2N=NN(C2)CC2=CC=CC(=N2)C(C)(C)O